ClC1=NC=CC(=C1F)C=1C(=NN(N1)C)C(C([2H])([2H])[2H])N(C(OC(C)(C)C)=O)C tert-butyl (1-(5-(2-chloro-3-fluoropyridin-4-yl)-2-methyl-2H-1,2,3-triazol-4-yl)ethyl-2,2,2-d3)(methyl)carbamate